4-ethoxy-N-(7-fluoro-2-methyl-2H-indazol-5-yl)-2-(3-(methylamino)azetidin-1-yl)pyrimidine-5-carboxamide hydrochloride Cl.C(C)OC1=NC(=NC=C1C(=O)NC1=CC2=CN(N=C2C(=C1)F)C)N1CC(C1)NC